5-(N-t-butoxycarbonylamino)pentanoic acid C(C)(C)(C)OC(=O)NCCCCC(=O)O